(Z)-1-(2-fluoro-4-(1-(4-(trifluoromethoxy)phenyl)-1H-1,2,4-triazol-3-yl)phenyl)-3-(3-(5-methoxy-2-(3,3,3-trifluoropropoxy)phenyl)-4-oxothiazolidin-2-ylidene)urea FC1=C(C=CC(=C1)C1=NN(C=N1)C1=CC=C(C=C1)OC(F)(F)F)NC(=O)\N=C\1/SCC(N1C1=C(C=CC(=C1)OC)OCCC(F)(F)F)=O